FCCN1N=CC(=C1)C=1C=C(CN2CCC3(CC2)COC2=C4CN(C(C4=CC=C23)=O)[C@@H]2C(NC(CC2)=O)=O)C=CC1 (S)-3-(1'-(3-(1-(2-fluoroethyl)-1H-pyrazol-4-yl)benzyl)-6-oxo-6,8-dihydro-2H,7H-spiro[furo[2,3-e]isoindole-3,4'-piperidin]-7-yl)piperidine-2,6-dione